ClC1=CC(=NC=C1C(=O)OCC)C#N ethyl 4-chloro-6-cyanonicotinate